CN1N=CC(=C1)C(=O)OCCCN1N=C(C=2C(NCC3(CCOCC3)CC21)=O)CC 3-(3-ethyl-4-oxo-spiro[6,8-dihydro-5H-pyrazolo[4,3-c]azepine-7,4'-tetrahydropyran]-1-yl)propyl 1-methylpyrazole-4-carboxylate